N[C@@H](C(=O)NCC1=CC=CC=C1)C (R)-2-Amino-N-benzylpropanamide